6-fluoro-N-methyl-5-(4-((2-methyl-3-oxo-4,7,8,9-tetrahydro-3H-cyclopenta[f]quinoxalin-6-yl)methyl)piperazin-1-yl)pyridinecarboxamide FC1=C(C=CC(=N1)C(=O)NC)N1CCN(CC1)CC=1C2=C(C=3N=C(C(NC3C1)=O)C)CCC2